N1C=C(C2=CC=CC=C12)CCNC([SH-]CC=1C=NC=CC1)=S N-[2-(indol-3-yl)ethyl]-S-[(pyrid-3-yl)methyl]-dithiocarbamate